C(#N)C1=C(C=CC=C1)SC=1C=2N(C=C(C1)C=1C=NN(C1)CC1=NN(C=C1)C)N=CC2C#N 4-((2-cyanophenyl)thio)-6-(1-((1-methyl-1H-pyrazol-3-yl)methyl)-1H-pyrazol-4-yl)pyrazolo[1,5-a]pyridine-3-carbonitrile